C(C)(C)(C)C1=C(C=C(C=N1)/C(=C(/C(=O)OCC)\C#N)/C)F ethyl (E)-3-(6-(tert-butyl)-5-fluoropyridin-3-yl)-2-cyanobut-2-enoate